(2S)-4-hydroxy-1-((4-phenoxybutyryl)glycyl)-4-(trifluoromethyl)pyrrolidine-2-carboxylic acid OC1(C[C@H](N(C1)C(CNC(CCCOC1=CC=CC=C1)=O)=O)C(=O)O)C(F)(F)F